tert-butyl((5'H,7'H-spiro[cyclopropane-1,4'-thieno[2,3-c]pyran]-7'-yl)methyl)(methyl-d3)carbamate C(C)(C)(C)OC(N(C([2H])([2H])[2H])CC1OCC2(C3=C1SC=C3)CC2)=O